((3-(difluoromethylene)cyclobutoxy)methyl)benzene FC(=C1CC(C1)OCC1=CC=CC=C1)F